3-((4-Hydroxy-1-((R)-3-phenylbutanoyl)piperidin-4-yl)methyl)-6-((2-((R)-2-(methoxymethyl)pyrrolidin-1-yl)ethyl)amino)pyrimidin-4(3H)-one OC1(CCN(CC1)C(C[C@@H](C)C1=CC=CC=C1)=O)CN1C=NC(=CC1=O)NCCN1[C@H](CCC1)COC